(methyl)tert-butyl carbamate C(N)(OC(CC)(C)C)=O